4-((2-(azetidin-1-ylmethyl)-6-fluorobenzyl)amino)-3-chloro-2,6-difluoro-N-(thiazol-4-yl)benzenesulfonamide N1(CCC1)CC1=C(CNC2=C(C(=C(C(=C2)F)S(=O)(=O)NC=2N=CSC2)F)Cl)C(=CC=C1)F